NC[C@@H](F)C=1C=NC(=NC1)C1=C(C=C(C#N)C=C1)OC=1N(N=C(C1)N(CC)CC)C 4-[5-[(1S)-2-amino-1-fluoroethyl]pyrimidin-2-yl]-3-[5-(diethylamino)-2-methylpyrazol-3-yl]oxybenzonitrile